tetradecyl fluorononylsulfonate FCCCCCCCCCS(=O)(=O)OCCCCCCCCCCCCCC